N-[6-Fluoro-4-methoxy-7-(tetrahydro-pyran-4-yl)-thiazolo[4,5-c]pyridin-2-yl]-N',N'-dimethyl-terephthalamide FC1=C(C2=C(C(=N1)OC)N=C(S2)NC(C2=CC=C(C(=O)N(C)C)C=C2)=O)C2CCOCC2